C[C@@H]1OC2=CN=CC(C3=NN(C=4C=CC(O[C@H](CCOC1)C)=CC34)C3OCCCC3)=C2 (8S,13S)-8,13-dimethyl-19-(oxan-2-yl)-7,10,14-trioxa-4,19,20-triazatetracyclo[13.5.2.12,6.018,21]tricosa-1(20),2(23),3,5,15(22),16,18(21)-heptaene